dimethyl-9,9-dimethylfluorene CC1=C(C=2C(C3=CC=CC=C3C2C=C1)(C)C)C